F[C@@H]1C[C@H](N(C1)C(CCN1N=C2N(C=CC=C2)C1=O)=O)C(=O)N[C@@H](C1=CC=CC=C1)C1=NC(=C(C=C1)C(C)C)F (2S,4R)-4-fluoro-N-[(S)-[6-fluoro-5-(propan-2-yl)pyridin-2-yl](phenyl)methyl]-1-(3-{3-oxo-2H,3H-[1,2,4]triazolo[4,3-a]pyridin-2-yl}propanoyl)pyrrolidine-2-carboxamide